6-(2-chloro-6-fluorophenyl)-2-[(2'-methyl-2',3'-dihydro-1'H-spiro[cyclopropane-1,4'-isoquinolin]-7'-yl)amino]imidazo[1,2-a]pyrimido[5,4-e]pyrimidin-5(6H)-one ClC1=C(C(=CC=C1)F)N1C=2N(C3=C(C1=O)C=NC(=N3)NC3=CC=C1C4(CN(CC1=C3)C)CC4)C=CN2